C(C)(C)[NH2+]C(C)C N,N-diisopropyl-ammonium